1-pentyl-4-(9-((tetrahydro-2H-pyran-2-yl)oxy)nonyl)-1,4-dihydro-1,4-epoxynaphthalene C(CCCC)C12C=CC(C3=CC=CC=C13)(O2)CCCCCCCCCOC2OCCCC2